6-(3,5-dimethylpyrazol-1-yl)-2-[1-(3-pyrazol-1-ylbenzoyl)piperidin-4-yl]pyridazin-3-one CC1=NN(C(=C1)C)C=1C=CC(N(N1)C1CCN(CC1)C(C1=CC(=CC=C1)N1N=CC=C1)=O)=O